2-dodecyl gallate (dodecyl gallate) C(CCCCCCCCCCC)C1=C(C(=O)O)C=C(C(=C1O)O)O.C(C1=CC(O)=C(O)C(O)=C1)(=O)OC(C)CCCCCCCCCC